7-(1,1-difluoro-3-triisopropylsilyl-prop-2-ynyl)-N-[(3R)-1,1-dioxo-2,3-dihydrothiophen-3-yl]-2-oxo-1,2-dihydroquinoline-3-carboxamide FC(C#C[Si](C(C)C)(C(C)C)C(C)C)(F)C1=CC=C2C=C(C(NC2=C1)=O)C(=O)N[C@H]1CS(C=C1)(=O)=O